2,3,6,7,10,11-hexa(propionylthio)triphenylene C(CC)(=O)SC1=CC=2C3=CC(=C(C=C3C3=CC(=C(C=C3C2C=C1SC(CC)=O)SC(CC)=O)SC(CC)=O)SC(CC)=O)SC(CC)=O